(6-hydrazineylpyridin-3-yl)dimethylphosphine oxide N(N)C1=CC=C(C=N1)P(C)(C)=O